P(=O)(O)(O)O.C1(CCCC1)[C@H](CC#N)N1N=CC(=C1)C=1C2=C(N=CN1)NC=C2 (3S)-3-cyclopentyl-3-[4-(7H-pyrrolo[2,3-d]pyrimidin-4-yl)-1H-pyrazol-1-yl]propanenitrile phosphate